C[C@H]1[C@H](N1C(C1=CC=CC=C1)(C1=CC=CC=C1)C1=CC=CC=C1)C(=O)O (2s,3s)-3-methyl-1-trityl-aziridine-2-carboxylic acid